4-[1-(propan-2-yl)piperidin-4-yl]-1,4-diazepan-1-yl-pyridine-2-carboxamide CC(C)N1CCC(CC1)N1CCN(CCC1)C=1C(=NC=CC1)C(=O)N